(S)-(5-(5-methoxypyridin-2-yl)-1,3,4-oxadiazol-2-yl)(4-(7-methylpyrazolo[1,5-a]pyridin-2-yl)-6,7-dihydro-1H-imidazo[4,5-c]pyridin-5(4H)-yl)methanone COC=1C=CC(=NC1)C1=NN=C(O1)C(=O)N1[C@@H](C2=C(CC1)NC=N2)C2=NN1C(C=CC=C1C)=C2